C(C)(C)(C)OC(N(C)C1CCN(CC1)C=1C=CC=C2C(=NN(C12)C)C1C(NC(CC1)=O)=O)=O.CC=1C=C2C(=CC(=NC2=CC1)C(F)(F)F)N[C@@H]1C[C@@H](CCC1)NC(C1=CC=CC=C1)=O N-((1R,3S)-3-((6-methyl-2-(trifluoromethyl)quinolin-4-yl)amino)cyclohexyl)benzamide tert-butyl-N-[1-[3-(2,6-dioxo-3-piperidyl)-1-methyl-indazol-7-yl]-4-piperidyl]-N-methyl-carbamate